S(C(C(=O)[O-])CC1=CC(=C(C(=C1)C(C)(C)C)O)C(C)(C)C)C(C(=O)OCC)CC1=CC(=C(C(=C1)C(C)(C)C)O)C(C)(C)C ethyl 2,2'-thiobis-[3-(3,5-di-tert-butyl-4-hydroxyphenyl) propionate]